tert-Butyl 2-[1-[6-methyl-2-(2-methylthiazolo[5,4-b]pyridin-6-yl)-4-oxo-chromen-8-yl]ethylamino]benzoate CC=1C=C2C(C=C(OC2=C(C1)C(C)NC1=C(C(=O)OC(C)(C)C)C=CC=C1)C=1C=C2C(=NC1)SC(=N2)C)=O